ClC1=C(C=C(C=C1)F)[C@@H](CC)N1N=CC=C1C (1R,2S)-1-(2-chloro-5-fluorophenyl)-1-(5-methyl-1H-pyrazol-1-yl)propan